tetracontyl linoleate C(CCCCCCC\C=C/C\C=C/CCCCC)(=O)OCCCCCCCCCCCCCCCCCCCCCCCCCCCCCCCCCCCCCCCC